C(C)N1C(=NN(C1=O)C=1C=C2C(=CN(C(C2=CC1F)=O)C1=C(C=C(C=C1)F)C)C(=C)C)CO 6-(4-ethyl-3-(hydroxymethyl)-5-oxo-4,5-dihydro-1H-1,2,4-triazol-1-yl)-7-fluoro-2-(5-fluoro-2-tolyl)-4-(prop-1-en-2-yl)isoquinolin-1(2H)-one